COC(CC1=CC(=CC=C1)C#N)=O 2-(3-cyanophenyl)acetic Acid Methyl Ester